Piperazinyl-aminoisopropyl-pyrazole N1(CCNCC1)C1=C(C(=NN1)C(C)C)N